ClC=1C2=C(N(N=C2C=CC1Cl)[C@H]1C=C(C(=O)O)O[C@H]([C@@H]1NC(C(C)C)=O)[C@H](O)[C@H](O)CO)C#N 2,6-Anhydro-4-(4,5-dichloro-3-cyano-2H-indazol-2-yl)-3,4,5-trideoxy-5-isobutyramido-D-glycero-D-galacto-non-2-enonic acid